tert-butyl (2R,4R)-1-(3-chloro-2-fluorobenzyl)-4-((6-chloro-3-fluoro-4-(prop-1-en-2-yl)pyridin-2-yl)methyl)-2-methylpiperidine-4-carboxylate ClC=1C(=C(CN2[C@@H](C[C@@](CC2)(C(=O)OC(C)(C)C)CC2=NC(=CC(=C2F)C(=C)C)Cl)C)C=CC1)F